FC=1C=C(C=C(C1)F)C1=C(C=CC(=N1)N)C=1C=C2C(=NC=NC2=CC1)C 6-(3,5-difluorophenyl)-5-(4-methylquinazolin-6-yl)pyridin-2-amine